C(=C)C=1C=CC=C(C#N)C1 5-Vinyl-benzonitrile